NC1=C2C(=NC=N1)N(N=C2C2=CC=C(C=1N2C=CN1)NC(=O)NC1=CC(=C(C=C1)CN1CCN(CC1)C)C(F)(F)F)C1CC1 1-(5-(4-amino-1-cyclopropyl-1H-pyrazolo[3,4-d]pyrimidin-3-yl)imidazo[1,2-a]pyridin-8-yl)-3-(4-((4-methylpiperazin-1-yl)methyl)-3-(trifluorometh-yl)phenyl)urea